BrC=1C(=NC(=NC1)N[C@H](CO)C)C1=CC=C2CN(C(C2=C1)=O)CC(=O)N[C@H](C)C1=CC(=CC=C1)OC 2-[6-(5-bromo-2-{[(2S)-1-hydroxypropan-2-yl]amino}pyrimidin-4-yl)-1-oxo-2,3-dihydro-1H-isoindol-2-yl]-N-[(1R)-1-(3-methoxyphenyl)ethyl]-acetamide